2-(pyridin-2-yl)phenolat N1=C(C=CC=C1)C1=C(C=CC=C1)[O-]